[N+](=O)([O-])C1=C(C=CC=C1)S(=O)(=O)ON1N=NC=C1 triazol-1-yl 2-nitrobenzenesulfonate